N,N'-bis(salicylidene)-octanediamine C(C=1C(O)=CC=CC1)=NC(CCCCCCC)N=CC=1C(O)=CC=CC1